OCC1CC(CCC1)CO 1,3-bis-(hydroxymethyl)-cyclohexane